[4-[3-ethoxy-5-(trifluoromethyl)pyrazol-1-yl]phenyl]methanol C(C)OC1=NN(C(=C1)C(F)(F)F)C1=CC=C(C=C1)CO